[6-(3-cyclopropyl-1H-1,2,4-triazol-5-yl)-2-azaspiro[3.3]heptan-2-yl]-[6-[[4-(2,2,2-trifluoroethyl)pyrazol-1-yl]methyl]-2-azaspiro[3.3]heptan-2-yl]methanone C1(CC1)C1=NNC(=N1)C1CC2(CN(C2)C(=O)N2CC3(C2)CC(C3)CN3N=CC(=C3)CC(F)(F)F)C1